tert-butyl ((E)-((4-((4-((E)-N'-(tert-butoxycarbonyl)picolinimidamido)-2-fluorophenyl)carbamoyl)-2-fluorophenyl)amino)(pyridin-2-yl)methylene)carbamate C(C)(C)(C)OC(=O)/N=C(\C1=NC=CC=C1)/NC1=CC(=C(C=C1)NC(=O)C1=CC(=C(C=C1)N\C(\C1=NC=CC=C1)=N\C(OC(C)(C)C)=O)F)F